C1=CCCC(CC1)PC1=CC=CC=C1 cyclohepten-5-ylphenylphosphine